(S)-3-amino-3-(2'-fluoro-3'-methoxybiphenyl-3-yl)propionic acid ethyl ester C(C)OC(C[C@@H](C=1C=C(C=CC1)C1=C(C(=CC=C1)OC)F)N)=O